C(C)(C)(C)OC(=O)N1CC2=C(C=CC=C2CC1)C=O 8-Formyl-3,4-dihydroisoquinoline-2(1H)-carboxylic acid tert-butyl ester